4-(Trans-4-(hydroxymethyl)cyclohexane-1-carbonyl)piperazine-1-carboxylic acid tert-butyl ester C(C)(C)(C)OC(=O)N1CCN(CC1)C(=O)[C@@H]1CC[C@H](CC1)CO